glycerol glycolate C(CO)(=O)OCC(O)CO